FC1=C(C=CC(=C1)C(=O)N1CCN(CC1)CC1=CC=C(C=C1)C(C(F)(F)F)(C(F)(F)F)O)NC(=O)N[C@@H]1CS(C[C@@H]1O)(=O)=O cis-1-(2-fluoro-4-{4-[4-(2,2,2-trifluoro-1-hydroxy-1-trifluoromethyl-ethyl)-benzyl]-piperazine-1-carbonyl}-phenyl)-3-(4-hydroxy-1,1-dioxo-tetrahydro-1λ6-thiophen-3-yl)-urea